N-((3R,4S)-3-fluoro-1-methylpiperidin-4-yl)-5-(1-((S)-1-fluoropropan-2-yl)-1H-benzo[d][1,2,3]triazol-6-yl)-4-methoxypyrrolo[2,1-f][1,2,4]triazin-2-amine F[C@@H]1CN(CC[C@@H]1NC1=NN2C(C(=N1)OC)=C(C=C2)C=2C=CC1=C(N(N=N1)[C@H](CF)C)C2)C